(E)-4-hydroxy-4,4-di(naphthalene-2-yl)-2-butenal OC(/C=C/C=O)(C1=CC2=CC=CC=C2C=C1)C1=CC2=CC=CC=C2C=C1